[U+2](=O)=O.C(=O)([O-])OC(=O)OC(=O)[O-] tricarbonate uranyl